[I-].C(C(=C)C)(=O)OC(CN1C=[N+](C=C1)C)COC(C)(C)C 1-(2-(methacryloyloxy)-3-tert-butoxy-propan-1-yl)-3-methyl-1H-imidazolium iodide